tert-butyl 1-(4-(4-chlorobenzyl) piperazine-1-carbonyl)-1H-pyrazole-3-carboxylate ClC1=CC=C(CN2CCN(CC2)C(=O)N2N=C(C=C2)C(=O)OC(C)(C)C)C=C1